(1E,6E)-1,7-Bis(4-hydroxy-3-methoxyphenyl)-1,6-heptadien-3,5-dione OC1=C(C=C(C=C1)\C=C\C(CC(\C=C\C1=CC(=C(C=C1)O)OC)=O)=O)OC